N[C@@H]1CC[C@H](CC1)NC=1C=2N(N=CC1C(=NC1=C(C=CC(=C1)F)Cl)N)C=C(C2)C=2C(=NC=NC2)C(F)F 4-[trans-(4-aminocyclohexyl)amino]-N'-(2-chloro-5-fluoro-phenyl)-6-[4-(difluoromethyl)pyrimidin-5-yl]pyrrolo[1,2-b]pyridazine-3-carboxamidine